FC(C(C)(C)O)(F)C=1C(=C(C=CC1)[C@@H](C)NC1=NC(=NC2=CC3=C(C=C12)C(C(N3C)=O)(C)C)C)F (R)-4-((1-(3-(1,1-difluoro-2-hydroxy-2-methylpropyl)-2-fluorophenyl)ethyl)amino)-2,6,6,8-tetramethyl-6,8-dihydro-7H-pyrrolo[3,2-g]quinazolin-7-one